ClC1=C(C=CC(C1)(N)Cl)C1=CC=C(N)C=C1 2,4-dichlorobenzidine